C(C(C)C)SC1OC=2C=C(C=CC2C=2N(N=C(C21)C(=O)O)C2=CSC=C2)OC isobutylsulfanyl-7-methoxy-1-thiophen-3-yl-1,4-dihydro-chromeno[4,3-c]pyrazole-3-carboxylic acid